N1(CCCCC1)C1=CC=C(N=N1)NC1C[C@@H]2[C@@H](CN(C2)CC2CCOCC2)C1 (3aR,5s,6aS)-N-[6-(1-piperidyl)pyridazin-3-yl]-2-(tetrahydro-pyran-4-ylmethyl)-3,3a,4,5,6,6a-hexahydro-1H-cyclopenta[c]pyrrol-5-amine